FC=1C=C(C=C(C1)CCN[C@@H]([C@H]1CNC2=CC=CN=C2C1)C1=CC=CC=C1)CC(=O)O 2-(3-fluoro-5-(2-(((S)-phenyl((R)-1,2,3,4-tetrahydro-1,5-naphthyridin-3-yl)methyl)amino)ethyl)phenyl)acetic acid